4-(3,3-difluoropyrrolidine-1-yl)aniline FC1(CN(CC1)C1=CC=C(N)C=C1)F